10-(4-iodophenyl)-1',2'-dihydro-10H,10''H-dispiro[acridine-9,9'-anthracene-10',9''-anthracene] IC1=CC=C(C=C1)N1C=2C=CC=CC2C2(C3=CC=CC=C3C3(C4=CC=CC=C4CC=4C=CC=CC34)C=3C=CCCC23)C2=CC=CC=C12